ClC[C@@H](CC1=C(C=C(C=C1)C)Cl)NC(=O)C1=C(N=NC(=C1)C)OC1=CC(=CC=C1)Cl |r| N-[(2RS)-1-chloro-3-(2-chloro-4-methylphenyl)propan-2-yl]-3-(3-chloro-phenoxy)-6-methylpyridazine-4-carboxamide